N-(3-(4,4-Difluoropiperidin-1-yl)phenyl)-2-(4,4-dimethyl-1,4-azasilinan-1-yl)-4-nitrobenzamide FC1(CCN(CC1)C=1C=C(C=CC1)NC(C1=C(C=C(C=C1)[N+](=O)[O-])N1CC[Si](CC1)(C)C)=O)F